C(C)(CC)NC1=NC=CC(=C1)CN1C(N(C(C1(C)C)=O)C1=CC=C(C=C1)SC(F)(F)F)=O 1-((2-(sec-butylamino)pyridin-4-yl)methyl)-5,5-dimethyl-3-(4-((trifluoromethyl)thio)phenyl)imidazolidine-2,4-dione